OC[C@H](C)NC1=CC(=NC(=N1)N1CCOCC1)C=1C=C(C=CC1C)NC(=O)N1C[C@@H](CC1)CC(F)(F)F (S)-N-(3-(6-(((S)-1-hydroxypropan-2-yl)amino)-2-morpholinylpyrimidin-4-yl)-4-methylphenyl)-3-(2,2,2-trifluoroethyl)pyrrolidine-1-carboxamide